C(C)(C)(C)P(C(C)(C)C)[C-]1C=CC=C1.[C-]1(C=CC=C1)P(C(C)(C)C)C(C)(C)C.[Fe+2] bis(di-tert-butyl-phosphino)ferrocene